N-benzyl-2-(5-(2-methyl-2-(morpholinomethyl)-2,3-dihydrobenzofuran-5-yl)pyridin-2-yl)acetamide C(C1=CC=CC=C1)NC(CC1=NC=C(C=C1)C=1C=CC2=C(CC(O2)(CN2CCOCC2)C)C1)=O